NC1=CC(CC(=C1)C1=CC=CC=C1)(C)C 2-amino-6,6-dimethyl-4-phenyl-5,6-dihydrobenzene